Cl.C(C1=CC=CC=C1)OCCOC1(N(C2=CC(=C(C=C2C1)F)F)C)C(=O)C1N(CCNC1)C1CC(CCC1)CC=O 3-(2-(2-(2-(benzyloxy)ethoxy)-5,6-difluoro-1-methyl-1H-indole-2-carbonyl)piperazin-1-yl)-2-cyclohexylethane-1-one hydrochloride